4-((tetrahydrofuran-3-yl)amino)pyrimidine-5-carbonitrile O1CC(CC1)NC1=NC=NC=C1C#N